1-(3-chlorophenyl)-4-(methylamino)-2-oxo-7-(trifluoromethyl)-1,2-dihydro-1,8-naphthyridine-3-carbonitrile ClC=1C=C(C=CC1)N1C(C(=C(C2=CC=C(N=C12)C(F)(F)F)NC)C#N)=O